2-(2,6-Dioxopiperidin-3-yl)-5-(3-(4-(6-(6-((R)-2-(3-fluorophenyl)pyrrolidin-1-yl)imidazo[1,2-b]pyridazin-3-yl)pyridin-2-yl)piperazin-1-yl)prop-1-yn-1-yl)isoindoline-1,3-dione O=C1NC(CCC1N1C(C2=CC=C(C=C2C1=O)C#CCN1CCN(CC1)C1=NC(=CC=C1)C1=CN=C2N1N=C(C=C2)N2[C@H](CCC2)C2=CC(=CC=C2)F)=O)=O